4-{[6-(2-Chloro-pyridin-4-yl)-2-(2-methoxy-ethylcarbamoyl)-3-methyl-imidazo[1,2-a]pyrazin-8-ylamino]-methyl}-piperidine-1-carboxylic acid tert-butyl ester C(C)(C)(C)OC(=O)N1CCC(CC1)CNC=1C=2N(C=C(N1)C1=CC(=NC=C1)Cl)C(=C(N2)C(NCCOC)=O)C